CN1C(C(=C(C2=CC=CC=C12)N1CCC2(CCN(C2)C2=C(C=CC=C2)OC(F)(F)F)CC1)C#N)=O 1-Methyl-2-oxo-4-{2-[2-(trifluoromethoxy)phenyl]-2,8-diazaspiro[4.5]dec-8-yl}-1,2-dihydroquinoline-3-carbonitrile